N(=[N+]=[N-])CCC(C1=CC=C(C=C1)C(C)(C)C)C1=NC(=NC(=C1)C1=C(C=CC=C1C)C)N(S(=O)(=O)C=1C=C(C(=O)OC)C=CC1)COC methyl 3-[[4-[3-azido-1-(4-tert-butylphenyl)propyl]-6-(2,6-dimethylphenyl)pyrimidin-2-yl]-(methoxymethyl) sulfamoyl]benzoate